tert-butyl 3-(4-hydroxyphenyl)pyrrolidine-1-carboxylate OC1=CC=C(C=C1)C1CN(CC1)C(=O)OC(C)(C)C